valpronitrile C(C(CCC)CCC)#N